C(C)(C)(C)C1=CC=C(C=C1)C=1C=NNC1 4-(4-(tert-butyl)phenyl)-1H-pyrazole